FC=1C=C(C=C(C1F)F)[B] 3,4,5-trifluorophenyl-boron